4-(8-methoxy-3-quinolylamino)-2-[p-(3-morpholinopropoxy)phenylamino]pyrimidine COC=1C=CC=C2C=C(C=NC12)NC1=NC(=NC=C1)NC1=CC=C(C=C1)OCCCN1CCOCC1